FC(C1=NC2=CC=C(C(=C2NC1=O)F)CN1CCN(CC1)C=1C=CC(=NC1F)C(=O)N(C=1C=NN(C1)C)C)F 5-(4-((2-(difluoromethyl)-5-fluoro-3-oxo-3,4-dihydroquinoxalin-6-yl)methyl)piperazin-1-yl)-6-Fluoro-N-methyl-N-(1-methyl-1H-pyrazol-4-yl)pyridinamide